N-[(3R)-1-{5-[3-(2,6-difluorophenyl)pyridin-2-yl]-5-(fluoromethyl)-4,5-dihydro-1,2-oxazol-3-yl}-4,4-difluoropyrrolidin-3-yl]ethanesulfonamide FC1=C(C(=CC=C1)F)C=1C(=NC=CC1)C1(CC(=NO1)N1C[C@H](C(C1)(F)F)NS(=O)(=O)CC)CF